diphenyl(1-naphthyl)silane C1(=CC=CC=C1)[SiH](C1=CC=CC2=CC=CC=C12)C1=CC=CC=C1